1-(3-(aminomethyl)phenyl)-N-(3-(3-cyclopropyl-1-methoxy-1-(pyridin-3-yl)propyl)phenyl)-3-(trifluoromethyl)-1H-pyrazole-5-carboxamide NCC=1C=C(C=CC1)N1N=C(C=C1C(=O)NC1=CC(=CC=C1)C(CCC1CC1)(C=1C=NC=CC1)OC)C(F)(F)F